CC=1C2=C(N=CN1)N(C=C2)[C@@H]2O[C@@H]([C@H]([C@H]2O)O)[C@@H]2OC[C@@H](C1=CC(=CC=C21)Cl)F (2R,3R,4S,5S)-2-(4-methylpyrrolo[2,3-d]pyrimidin-7-yl)-5-[(1R,4R)-6-chloro-4-fluoro-isochroman-1-yl]tetrahydrofuran-3,4-diol